tert-butyl (3S)-3-methyl-4-[1-(2-pyridyl)ethyl]piperazine-1-carboxylate C[C@H]1CN(CCN1C(C)C1=NC=CC=C1)C(=O)OC(C)(C)C